Methyl (2S,4R)-1-[(2-chlorophenyl)methyl]-4-[(4-methylbenzenesulfonyl)oxy]pyrrolidine-2-carboxylate ClC1=C(C=CC=C1)CN1[C@@H](C[C@H](C1)OS(=O)(=O)C1=CC=C(C=C1)C)C(=O)OC